4-(1H-benzo[d]imidazol-6-yl)-5-fluoro-N-(6-(trifluoromethyl)pyridin-2-yl)pyridin-2-amine N1C=NC2=C1C=C(C=C2)C2=CC(=NC=C2F)NC2=NC(=CC=C2)C(F)(F)F